ClC1=C(C=CC(=C1)F)C(NC(=O)C=1C=C2CN(C(C2=CC1)=O)C1C(NC(CC1)=O)=O)C1CCC1 N-((2-chloro-4-fluorophenyl)(cyclobutyl)-methyl)-2-(2,6-dioxopiperidin-3-yl)-1-oxoisoindoline-5-carboxamide